bis(3,4-dicarboxyphenoxy)diphenyl-propane C(=O)(O)C=1C=C(OC(C(C)(C2=CC=CC=C2)C2=CC=CC=C2)OC2=CC(=C(C=C2)C(=O)O)C(=O)O)C=CC1C(=O)O